1-(1-((2R,4S,5R)-5-((bis(4-methoxyphenyl)(phenyl)methoxy)methyl)-4-hydroxytetrahydrofuran-2-yl)-2-oxo-1,2-dihydropyrimidin-4-yl)-3-(naphthalen-2-yl)urea COC1=CC=C(C=C1)C(OC[C@@H]1[C@H](C[C@@H](O1)N1C(N=C(C=C1)NC(=O)NC1=CC2=CC=CC=C2C=C1)=O)O)(C1=CC=CC=C1)C1=CC=C(C=C1)OC